C(C1=CC=CC=C1)OC1=C(C(=C(C(=O)OCC2=CC=CC=C2)C(=C1)OCC1=CC=CC=C1)CCCCC)C=O Benzyl 4,6-bis(benzyloxy)-3-formyl-2-pentylbenzoate